C(C)(C)(C)OC(=O)N1CC=2N(CC1)N=C(C2)C2=NC(=CC=C2C2=C(C=C(C=C2)F)OCCOC)OS(=O)(=O)C(F)(F)F 2-[3-[4-fluoro-2-(2-methoxyethoxy)phenyl]-6-(trifluoromethylsulfonyloxy)-2-pyridinyl]-6,7-dihydro-4H-pyrazolo[1,5-a]pyrazine-5-carboxylic acid tert-butyl ester